C(C)N(CC)CC[SiH3] diethylaminoethylsilane